C(C=C)[Ni]C1C=CC=C1 allyl-(cyclopentadienyl)nickel (II)